(-)-1,1-diphenyl-1,2-propylene glycol C1(=CC=CC=C1)C(C(C)O)(C1=CC=CC=C1)O